C(=O)(O)CCN(C1=CC=C(C=C1)O)CCC(=O)O 3-[N-(2-carboxyethyl)-4-hydroxy-anilino]propanoic acid